1,7-bis-(triethoxysilyl)-4,4-bis-(dimethylphosphono)-heptane C(C)O[Si](CCCC(CCC[Si](OCC)(OCC)OCC)(P(=O)(OC)OC)P(=O)(OC)OC)(OCC)OCC